COC1=C(C=CC=C1)C=1N=C2SCCCN2C(C1C#N)=O 8-(2-methoxyphenyl)-6-oxo-2H,3H,4H,6H-pyrimido[2,1-b][1,3]thiazine-7-carbonitrile